BrCC1=C(N=NC=C1)N1C(NC(CC1)=O)=O 1-(4-(Bromomethyl)pyridazin-3-yl)dihydropyrimidine-2,4(1H,3H)-dione